C(C1=CC=CC=C1)OC=1C(C(=CN2C1C(N1[C@H](CC[C@H]([C@H]2C1)SCC(C1=CC=CC=C1)=O)C)=O)C(=O)NCC1=C(C=C(C=C1F)F)F)=O (3S,6R,7R)-12-(benzyloxy)-3-methyl-1,11-dioxo-6-((2-oxo-2-phenylethyl)thio)-N-(2,4,6-trifluorobenzyl)-1,4,5,6,7,11-hexahydro-3H-2,7-methanopyrido[1,2-a][1,4]diazonine-10-carboxamide